C[C@@H]1CN(CCO1)C=1N=C2N(C(C1)=O)C=C(C=C2C=C)C(=O)OC methyl 2-[(2R)-2-methylmorpholin-4-yl]-4-oxo-9-vinyl-pyrido[1,2-a]pyrimidine-7-carboxylate